BrC1=C(N)C(=CC=C1)OC1=C(C=CC(=C1)F)C(F)(F)F 2-bromo-6-(5-fluoro-2-(trifluoromethyl)phenoxy)aniline